N,N'-dibutyltetramethylenediamine C(CCC)NCCCCNCCCC